tungsten(VI) dioxydichloride O(OCl)Cl.[W+6]